CS(=O)(=O)OC1CC(CCC1)OS(=O)(=O)C 1,3-bis(methylsulfonyloxy)cyclohexane